2-Methylpentylpropanoat CC(COC(CC)=O)CCC